FC1=C(CC2=NOC(=N2)C2=CC=CC(=N2)[C@@](CS(=O)(=O)N)(C)O)C=C(C=C1)OC(F)(F)F |o1:15| (R or S)-2-(6-(3-(2-fluoro-5-(trifluoromethoxy)benzyl)-1,2,4-oxadiazol-5-yl)pyridin-2-yl)-2-hydroxypropane-1-sulfonamide